6-Piperidin-1-ylpyrimidine-2,4-diamine 3-oxide N1(CCCCC1)C1=CC(=[N+](C(=N1)N)[O-])N